C(CC=C)C1=C(C=CC=C1)O 2-(3-butenyl)phenol